(3aR,5s,6aS)-2-((1-methyl-2-oxabicyclo[2.1.1]hexan-4-yl)methyl-d2)-N-(6-(2-(trifluoromethyl)pyridin-3-yl)pyridazin-3-yl)octahydrocyclopenta[c]pyrrol-5-amine CC12OCC(C1)(C2)C(N2C[C@@H]1[C@H](C2)CC(C1)NC=1N=NC(=CC1)C=1C(=NC=CC1)C(F)(F)F)([2H])[2H]